FC=1C(=CC=2C3=C(N=C(C2C1)OC)C(OCC3N(C(OC(C)(C)C)=O)C)O)F tert-butyl N-(8,9-difluoro-4-hydroxy-6-methoxy-2,4-dihydro-1H-pyrano[3,4-c]isoquinolin-1-yl)-N-methyl-carbamate